3-Chloro-N-(naphthalen-2-yl)butanamide tert-butyl-(S)-3-((2-(cyclopropylamino)pyrimidin-4-yl)oxy)pyrrolidine-1-carboxylate C(C)(C)(C)OC(=O)N1C[C@H](CC1)OC1=NC(=NC=C1)NC1CC1.ClC(CC(=O)NC1=CC2=CC=CC=C2C=C1)C